3-(o-Tolyl)-1-sulfamoyl-pyrrole-2-carboxylic acid C1(=C(C=CC=C1)C1=C(N(C=C1)S(N)(=O)=O)C(=O)O)C